ClC1=C(C=C2C=C(N=CC2=C1)NC(=O)C1CC12CCOCC2)C2CCN(CC2)C2(COCC2F)C N-(7-chloro-6-(1-(4-fluoro-3-methyltetrahydrofuran-3-yl)piperidin-4-yl)isoquinolin-3-yl)-6-oxaspiro[2.5]octane-1-carboxamide